(1r,3r)-3-cyano-3-(3-fluoropyridin-2-yl)cyclobutyl 2,2,2-trifluoroacetate FC(C(=O)OC1CC(C1)(C1=NC=CC=C1F)C#N)(F)F